8-nonen-2-ol CC(CCCCCC=C)O